C(C)(C)(C)OC(=O)N1C(CCC(C1)C)C tert-butyl-2,5-dimethylpiperidine-1-carboxylate